CC(C)C(C(=O)O)NC(=O)OC(C)(C)C N-(tert-Butoxycarbonyl)valine